C1(CC(C(CC1)C(C)C)C(=O)O)C P-menthane-3-carboxylic acid